C(CCCCCCCCCCCCCCC)(=O)OCCCOC(CCCCCCCCCCCCCCC)=O 1,3-bis(palmitoyloxy)propan